C(C)[Si](OC1=CC=CC=C1)(OC1=CC=CC=C1)CC diethyldiPhenoxysilane